COC(C(CC1=NN(C=C1)C)N1OCN(OC1)C1=C(C=CC(=C1)Cl)N1N=NC(=C1)Cl)=O 2-(4-(5-chloro-2-(4-chloro-1H-1,2,3-triazol-1-yl)phenyl)-2,5-dioxapiperazin-1-yl)-3-(1-methyl-1H-pyrazol-3-yl)propionic acid methyl ester